(S)-4-p-toluenesulfonyloxy-3-tert-butoxycarbonylaminobutyric acid methyl ester COC(C[C@@H](COS(=O)(=O)C1=CC=C(C)C=C1)NC(=O)OC(C)(C)C)=O